4-amino-3-[6-(4-methoxyphenyl)pyridin-3-ylazo]naphthalene-1-sulfonic acid NC1=C(C=C(C2=CC=CC=C12)S(=O)(=O)O)N=NC=1C=NC(=CC1)C1=CC=C(C=C1)OC